2-((2-(4-cyanophenyl)propyl)amino)-2-(1-methyl-1H-pyrazol-4-yl)acetic acid ethyl ester C(C)OC(C(C=1C=NN(C1)C)NCC(C)C1=CC=C(C=C1)C#N)=O